Cl.O1[C@@H](CCC1)NC=O (S)-(tetrahydrofuran-2-yl)formamide hydrochloride